2,3-dihydro-1-benzofuran O1CCC2=C1C=CC=C2